C(C)OC(=O)C=1C=NN(C1)CC1=CC=C(C=C1)CC(=O)O 2-(4-((4-(ethoxycarbonyl)-1H-pyrazol-1-yl)methyl)phenyl)acetic acid